N-nonylaminoperoxycaproic acid C(CCCCCCCC)NC(C(=O)OO)CCCC